tert-butyl (1-(3-cyano-6-hydroxypyrazolo[1,5-a]pyridin-4-yl)-1H-pyrazol-4-yl)carbamate C(#N)C=1C=NN2C1C(=CC(=C2)O)N2N=CC(=C2)NC(OC(C)(C)C)=O